NC(CCNC(=O)[C@H]1N2C(N([C@H](C=C1C)C2)O[C@H](C(=O)OCC)F)=O)=O ethyl (2S)-2-[[(2S,5R)-2-[(3-amino-3-oxopropyl)carbamoyl]-3-methyl-7-oxo-1,6-diazabicyclo[3.2.1]oct-3-en-6-yl]oxy]-2-fluoroacetate